C(C)(C)C=1C=C(C=CC1C(C)C)O 3,4-diisopropylphenol